3,5-dipropenyl-dopamine C(=CC)C1(CC(CCN)=CC(=C1O)C=CC)O